1,1'-methylenebisurea C(NC(=O)N)NC(=O)N